3-(4-chlorophenyl)-2-(2-methoxyphenyl)pyrazolo[1,5-a]pyrimidine-5,7-diol ClC1=CC=C(C=C1)C=1C(=NN2C1N=C(C=C2O)O)C2=C(C=CC=C2)OC